C1(CC1)C1=CN=C(N=N1)N[C@@H]1C[C@H](CC1)NC1=CC=C(C=N1)N1C(C(=CC=C1)C)=O 6'-(((1S,3S)-3-((6-Cyclopropyl-1,2,4-triazin-3-yl)amino)cyclopentyl)amino)-3-methyl-2H-[1,3'-bipyridin]-2-one